CCCCCCCCCCCCCCCCCC/C=C\OC[C@H](COP(=O)(O)OC[C@@H](C(=O)O)N)OC(=O)CCCCCCCCCCC/C=C\C/C=C\CCCCC 1-(1Z-eicosenyl)-2-(13Z,16Z-docosadienoyl)-glycero-3-phosphoserine